8-bromo-6-(2,6-difluoro-4-(2-methyl-2H-indazol-4-yl)benzyl)pyrido[3,4-b]pyrazin-5(6H)-one BrC1=CN(C(C2=NC=CN=C21)=O)CC2=C(C=C(C=C2F)C=2C1=CN(N=C1C=CC2)C)F